Tetrahydro-2H-pyran-3-ylmethyl-3-({2-chloro-4-fluoro-5-[3-methyl-2,6-dioxo-4-(trifluoromethyl)-3,6-dihydropyrimidin-1(2H)-yl]phenyl}sulfanyl)-2,2-dimethylpropanoate O1CC(CCC1)COC(C(CSC1=C(C=C(C(=C1)N1C(N(C(=CC1=O)C(F)(F)F)C)=O)F)Cl)(C)C)=O